3-(2-(4-((2-methoxyethoxy)methoxy)-3-(methylsulfonylamino)phenyl)-1-oxo-1,2,3,4-tetrahydroisoquinolin-6-yl)-N-methyl-5-(trifluoromethyl)benzamide COCCOCOC1=C(C=C(C=C1)N1C(C2=CC=C(C=C2CC1)C=1C=C(C(=O)NC)C=C(C1)C(F)(F)F)=O)NS(=O)(=O)C